O\N=C(\C1=CC=C(C=C1)I)/Cl (Z)-N-hydroxy-4-iodobenzimidoyl chloride